NCCCN1C(C2=CC(=CC=C2C[C@@H]1C1=CC=C(C=C1)C#N)NC(=O)NC1=CC=C(C=C1)S(=O)C)=O (+)-1-[(3R)-2-(3-aminopropyl)-3-(4-cyanophenyl)-1-oxo-1,2,3,4-tetrahydroisoquinolin-7-yl]-3-[4-(methylsulfinyl)phenyl]urea